tert-butyl N-[4-[4-[2-[1-(2,6-dioxo-3-piperidyl)-3-methyl-2-oxo-benzimidazol-5-yl]ethyl] piperazine-1-carbonyl]cyclohexyl]carbamate O=C1NC(CCC1N1C(N(C2=C1C=CC(=C2)CCN2CCN(CC2)C(=O)C2CCC(CC2)NC(OC(C)(C)C)=O)C)=O)=O